tertiary butyl-N-ethyl-glycinamide C(C)(C)(C)NCC(=O)NCC